BrC1=CC2=C(C(CO2)N)C(=C1)F 6-bromo-4-fluoro-2,3-dihydrobenzofuran-3-amine